ClC=1C=CC(=C(C1)C=1C(=NN(C(C1)=O)[C@H](C(=O)NC1=CC=C(C(=O)O)C=C1)CC1=CC=CC=C1)OC)CCC (S)-4-(2-(4-(5-chloro-2-propanylphenyl)-3-methoxy-6-oxopyridazin-1(6H)-yl)-3-phenylpropanamido)benzoic acid